BrC=1C(=C(C=CC1)C(COCCN(C)C)(F)F)F 2-(2-(3-bromo-2-fluorophenyl)-2,2-difluoroethoxy)-N,N-dimethylethan-1-amine